ClC1=CC=CC=2[C@H]3N(C[C@@H](OC21)C3)C(C(C(F)F)(C)C)=O 1-((2S,5S)-9-chloro-2,3-dihydro-2,5-methanobenzo[f][1,4]oxazepin-4(5H)-yl)-3,3-difluoro-2,2-dimethylpropan-1-one